NC1=CC=C(C=C1)C1=CC=CC=C1 4-amino-1,1'-biphenyl